benzotriazole-1-oxytrimethyl-(dimethylamino)phosphorus hexafluorophosphate F[P-](F)(F)(F)(F)F.N1(N=NC2=C1C=CC=C2)OP(N(C)C)(C)(C)C